O[C@@H]1[C@@H](CS(C1)=O)NC(=O)C=1C(N(N=C(C1)C1=CC=C(C=C1)C(F)(F)F)C=1C=NN(C1)C)=O N-[(cis)-4-hydroxy-1-oxidotetrahydro-thiophen-3-yl]-2-(1-methyl-1H-pyrazol-4-yl)-3-oxo-6-[4-(trifluoromethyl)phenyl]-2,3-dihydropyridazine-4-carboxamide